2-(2,4-dichlorophenoxy)propan-1-one ClC1=C(OC(C=O)C)C=CC(=C1)Cl